C(C)N1N=C(C=C1C1[C@H]2CC(C[C@@H]12)N1CCOCCC1)C=1C=NC=C(C1)C(F)(F)F 4-((1R,3r,5S,6r)-6-(1-ethyl-3-(5-(trifluoromethyl)pyridin-3-yl)-1H-pyrazol-5-yl)bicyclo[3.1.0]hexane-3-yl)-1,4-oxaazepane